FC(S(=O)(=O)OC=1C=2N(C=CC1)N=CC2C(NC)=O)(F)F 3-(methylcarbamoyl)pyrazolo[1,5-a]pyridin-4-yl trifluoromethanesulfonate